FC1=CC=2N(C=C1)C(=CN2)C2=C1CNC(C1=C(C=C2)NC2=NC=C(C=C2)N2CCC(CC2)(C2N(CCC2)C)O)=O 4-(7-fluoroimidazo[1,2-a]pyridin-3-yl)-7-((5-(4-hydroxy-4-(1-methylpyrrolidin-2-yl)piperidin-1-yl)pyridin-2-yl)amino)isoindolin-1-one